C1(=NC=CC2=CC=CC=C12)CN1CCN(CCN(CCN(CC1)CC(=O)O)CC(=O)O)CC(=O)O 2,2',2''-(10-(isoquinolin-1-ylmethyl)-1,4,7,10-tetraazacyclododecane-1,4,7-triyl)triacetic acid